3-(2-((1-hydroxy-2-methylpropan-2-yl)amino)-2-oxoacetyl)-2-methyl-N-(1-methylcyclopentyl)-5,6,7,8-tetrahydroindolizine-1-carboxamide OCC(C)(C)NC(C(=O)C1=C(C(=C2CCCCN12)C(=O)NC1(CCCC1)C)C)=O